C1CC=CCC1 cyclohexa-3-ene